1-glycidyl-4-Methylpiperazine C(C1CO1)N1CCN(CC1)C